P.P.P.[Pd] palladium triphosphine